(1R,2S,4R)-2-(cyclopropoxymethyl)-2-(hydroxymethyl)-4-methyl-quinuclidin-3-one C1(CC1)OC[C@@]1(N2CCC(C1=O)(CC2)C)CO